C(C1=CC=CC=C1)OC1=C(C=CC(=C1)C(F)(F)F)C 2-benzyloxy-1-methyl-4-(trifluoromethyl)benzene